N-((4R,5S)-3-(aminomethyl)-7-ethyl-4-(4-fluorophenyl)-6-oxo-1-phenyl-4,5,6,7-tetrahydro-1H-pyrazolo[3,4-b]pyridin-5-yl)-4-(trifluoromethyl)pyrimidine-2-carboxamide NCC1=NN(C=2N(C([C@H]([C@@H](C21)C2=CC=C(C=C2)F)NC(=O)C2=NC=CC(=N2)C(F)(F)F)=O)CC)C2=CC=CC=C2